1-(4-carboxybutyl)-4-methylquinoline C(=O)(O)CCCCN1CC=C(C2=CC=CC=C12)C